OCCN1CCN(CC1)CCNC(=O)C1C(NC2=CC=CC=C2C1=O)=O N-(2-(4-(2-hydroxyethyl)piperazin-1-yl)ethyl)-2,4-dioxo-1,2,3,4-tetrahydroquinoline-3-carboxamide